7-bromo-3,4-dihydro-2H-benzo[b][1,4]oxazin-6-yl sulfurofluoridate S(OC1=CC2=C(OCCN2)C=C1Br)(=O)(=O)F